tert-Butyl 4-((5-(methoxycarbonyl)pyridin-3-yl)methyl)piperazine-1-carboxylate COC(=O)C=1C=C(C=NC1)CN1CCN(CC1)C(=O)OC(C)(C)C